ClC1=C(C=C(OCC(=O)NC23CC(C2)(C3)NC(=O)C3OC2=C(C(C3)O)C=CC(=C2)F)C=C1)F N-{3-[2-(4-chloro-3-fluorophenoxy)acetamido]bicyclo[1.1.1]pentan-1-yl}-7-fluoro-4-hydroxy-3,4-dihydro-2H-1-benzopyran-2-carboxamide